N,N'-dicyclohexylhexanediamide C1(CCCCC1)NC(CCCCC(=O)NC1CCCCC1)=O